C(#C)C1=CC(=NC=C1)NC([O-])=O (4-ethynylpyridyl)carbamate